2-(4-(6-((5-chloropyrazin-2-yl)methoxy)pyridin-2-yl)-2,5-difluorobenzyl)-1-(2-methoxyethyl)-1H-benzo[d]imidazole-6-carboxylic acid ClC=1N=CC(=NC1)COC1=CC=CC(=N1)C1=CC(=C(CC2=NC3=C(N2CCOC)C=C(C=C3)C(=O)O)C=C1F)F